COC1=C(C=C(C(=C1)C(NC)=O)C)S(=O)(=O)Cl 2-methoxy-5-methyl-4-(methylcarbamoyl)benzenesulfonyl chloride